C(C)(C)(C)OC(=O)N1C(C2=C(N=C(N=C2)C=2C(=NC(=C(C2)C2=CC=C(C=C2)N2CCN(CC2)C(C)C)F)N)CC1)=O tert-butyl-2-(2-amino-6-fluoro-5-(4-(4-isopropylpiperazin-1-yl)phenyl)pyridin-3-yl)-5-oxo-7,8-dihydropyrido[4,3-d]pyrimidine-6(5H)-carboxylate